5-(3,8-diazabicyclo[3.2.1]octan-8-yl)-2-(2,6-dioxopiperidin-3-yl)-4,7-difluoroisoindoline-1,3-dione C12CNCC(CC1)N2C=2C(=C1C(N(C(C1=C(C2)F)=O)C2C(NC(CC2)=O)=O)=O)F